1-methylhydrazine-1-carboxylic acid tert-butyl ester C(C)(C)(C)OC(=O)N(N)C